(5Z)-3-Methyl-5-[(3-methylbenzimidazol-5-yl)methylene]-2-(tetrahydropyran-4-ylmethylamino)imidazol-4-one CN1C(=N\C(\C1=O)=C/C1=CC2=C(N=CN2C)C=C1)NCC1CCOCC1